(R)-N-(4-(4-amino-1-(6-(3-formylpyrrolidin-1-yl)pyridin-3-yl)-1H-pyrazolo[3,4-d]pyrimidin-3-yl)benzyl)-5-fluoro-2-methoxybenzamide NC1=C2C(=NC=N1)N(N=C2C2=CC=C(CNC(C1=C(C=CC(=C1)F)OC)=O)C=C2)C=2C=NC(=CC2)N2C[C@@H](CC2)C=O